[6-(1,4-Dioxa-8-aza-spiro[4.5]dec-8-yl)-2-ethyl-imidazo[1,2-a]pyridin-3-yl]-[4-(4-fluoro-phenyl)-thiazol-2-yl]-methyl-amine O1CCOC12CCN(CC2)C=2C=CC=1N(C2)C(=C(N1)CC)N(C)C=1SC=C(N1)C1=CC=C(C=C1)F